NC1CN(CC12COC2)C=2N=CC(=NC2)C(=O)NC=2C=C(C=C1C=CC=NC21)F 5-(8-amino-2-oxa-6-azaspiro[3.4]octan-6-yl)-N-(6-fluoroquinolin-8-yl)pyrazine-2-carboxamide